COC(C1=CC(=C(C(=C1)C(F)(F)F)O)N)=O 3-amino-4-hydroxy-5-(trifluoromethyl)benzoic acid methyl ester